2-((1-((R)-2-(5-chloropyridin-2-yl)-2-methylbenzo[d][1,3]dioxol-4-yl)-1,2,3,6-tetrahydropyridin-4-yl)methyl)-1-(((S)-oxetan-2-yl)methyl)-1H-benzo[d]imidazole-6-carboxylic acid ClC=1C=CC(=NC1)[C@]1(OC2=C(O1)C=CC=C2N2CCC(=CC2)CC2=NC1=C(N2C[C@H]2OCC2)C=C(C=C1)C(=O)O)C